(S)-2-(4-(1-(tert-butoxycarbonyl)pyrrolidin-2-yl)-2-fluorophenyl)-6-methylbenzo[d]imidazo[2,1-b]thiazole-7-carboxylic acid C(C)(C)(C)OC(=O)N1[C@@H](CCC1)C1=CC(=C(C=C1)C=1N=C2SC3=C(N2C1)C=C(C(=C3)C(=O)O)C)F